2-Methyl-5-(2-methylpiperazin-1-yl)-2,3-dihydro-1,4-benzodioxine CC1COC2=C(O1)C=CC=C2N2C(CNCC2)C